C(=O)(OC(C)(C)C)NCCCCCCCCCCCC(=O)O 12-(Boc-amino)dodecanoic acid